[C@H]1([C@H](O)[C@@H](O)[C@@H](O)[C@H](O1)CO)OC[C@@H]1[C@H]([C@@H]([C@@H]([C@@H](O1)O[C@H]([C@H]([C@H](C=O)O)O)[C@@H](O)C)O)O)O α-D-Galactopyranosyl-(1→6)-β-D-mannopyranosyl-(1→4)-L-rhamnose